6,6,9-trimethyl-3-pentylbenzo[c]chromen CC1(OC2=CC(=CC=C2C2=C1C=CC(=C2)C)CCCCC)C